FC1(CC1)CNC(=O)N1CC2(CC2)[C@@H]([C@@H]1CC=1C(=C(C=CC1)C1=CC(=CC(=C1)F)F)F)NS(=O)(=O)CCOC (6S,7S)-N-((1-fluorocyclopropyl)methyl)-7-((2-methoxyethyl)sulfonamido)-6-((2,3',5'-trifluoro-[1,1'-biphenyl]-3-yl)methyl)-5-azaspiro[2.4]heptane-5-carboxamide